1,1'-(Cubane-1,4-diyl)bis(ethan-1-one) C12(C3C4C5(C3C1C5C24)C(C)=O)C(C)=O